C(#N)C1CC(C1)(C=1C=C2C(NCC2=CC1)=O)CC(=O)OCC ethyl 2-(3-cyano-1-(3-oxoisoindolin-5-yl) cyclobutyl)acetate